5-(8-(7-Acetyl-3-ethyl-5,6,7,8-tetrahydroimidazo[1,5-a]pyrazin-1-yl)isoquinolin-3-yl)-N-(3-((2-(2,6-dioxopiperidin-3-yl)-1,3-dioxoisoindolin-5-yl)amino)propyl)picolinamide C(C)(=O)N1CC=2N(CC1)C(=NC2C=2C=CC=C1C=C(N=CC21)C=2C=CC(=NC2)C(=O)NCCCNC=2C=C1C(N(C(C1=CC2)=O)C2C(NC(CC2)=O)=O)=O)CC